C(C)(C)[C@@H]1N=C(OC1)CCCC(C)C (S)-4-isopropyl-2-(4-methylpentyl)-4,5-dihydrooxazole